C1(O)=C(O)C(=CC=C1)C=O Catechol-formaldehyde